(2-(2-hydroxypropan-2-yl)oxazol-5-yl)methanone OC(C)(C)C=1OC(=CN1)C=O